2-((2-(7-fluoro-1H-indol-3-yl)ethyl)(propyl)amino)acetonitrile FC=1C=CC=C2C(=CNC12)CCN(CC#N)CCC